C[C@H]([C@@H]1C2=C(C(=O)C[C@]1(C)O)C(=C3C(=C2)C=CC=C3O)O)OC(=O)C The molecule is a member of the class of anthracenes that is 3,8,9-trihydroxy-3-methyl-3,4-dihydroanthracen-1(2H)-one which is substituted at position 4 by a 1-acetoxyetyl group and in which the acetoxy-bearing carbon has R configuration while the remaining two chiral centres have S configuration. A putative precursor in the biosynthesis of julichrome Q6-6. The corresponding 8-glucuronide has been isolated from a soil-derived strain of Streptomyces sp. It has a role as a fungal metabolite. It is a member of anthracenes, a carbotricyclic compound, an acetate ester, a tertiary alcohol, a member of phenols, a cyclic ketone and a polyketide.